FC1=CC(=CC2=C1NC([C@H](CO2)NC(=O)C2=NN1C(CCC[C@@H]1C(C)C)=N2)=O)C (5R)-N-[(3S)-6-fluoro-8-methyl-4-oxo-3,5-dihydro-2H-1,5-benzoxazepin-3-yl]-5-isopropyl-5,6,7,8-tetrahydro-[1,2,4]triazolo[1,5-a]pyridine-2-carboxamide